FC=1C=C(C=CC1C)NCC1=C(C=CC=C1)O 2-((3-fluoro-4-methyl-phenylamino)-methyl)-phenol